2-Chloro-N-{2-[4-(difluoromethyl)-1,3-thiazol-5-yl]-2-(4-{[(5-methylpyrimidin-2-yl)oxy]methyl}piperidin-1-yl)ethyl}-6-fluorobenzamid ClC1=C(C(=O)NCC(N2CCC(CC2)COC2=NC=C(C=N2)C)C2=C(N=CS2)C(F)F)C(=CC=C1)F